C(CCC)C12CS(CC(CN(C1)C(=O)[O-])N2)(=O)=O butyl-3-thia-7,9-diazabicyclo[3.3.1]nonane-7-carboxylate 3,3-dioxide